3-(4-(2,5-Diazabicyclo[2.2.2]octan-2-yl)-8-fluoro-2-(((2R,8aS)-2-fluorohexahydroindolizin-8a(1H)-yl)methoxy)pyrido[4,3-d]pyrimidin-7-yl)-5-fluoro-4-((1S,2R)-2-methylcyclopropyl)phenol C12N(CC(NC1)CC2)C=2C1=C(N=C(N2)OC[C@]23CCCCN3C[C@@H](C2)F)C(=C(N=C1)C=1C=C(C=C(C1[C@@H]1[C@@H](C1)C)F)O)F